C(C)(=O)C=1C=C(C=C2C(N(C=3N(C12)C=NC3C(=O)OC(C)(C)C)C)=O)C tert-Butyl 9-acetyl-4,7-dimethyl-5-oxo-4,5-dihydroimidazo[1,5-a]quinazoline-3-carboxylate